FC(C1=CC=C(C=C1)C1NCCC2=C1NC1=CC=CC=C21)(F)F 1-(4-(trifluoromethyl)phenyl)-2,3,4,9-tetrahydro-1H-pyrido[3,4-b]indole